ClC=1N=C(C2=C(N1)N(N=N2)C[C@@H]2OCCC2)N2[C@H](CN([C@@H](C2)C)C(CC(C)C)C2=CC=C(C=C2)Cl)C 5-chloro-7-((2S,5R)-4-(1-(4-chlorophenyl)-3-methylbutyl)-2,5-dimethylpiperazin-1-yl)-3-(((R)-tetrahydrofuran-2-yl)methyl)-3H-[1,2,3]triazolo[4,5-d]pyrimidine